2-(2-fluorophenylethyl)-6-(2-(trifluoromethoxy)phenyl)-3,4-dihydroisoquinolin-1(2H)-one FC1=C(C=CC=C1)CCN1C(C2=CC=C(C=C2CC1)C1=C(C=CC=C1)OC(F)(F)F)=O